ClC1=CC=C(C=C1)C1=CC2=C(N=CN(C2=O)[C@H]2COC[C@@H]2O)C(=N1)C=1C=NC=CC1 6-(4-chlorophenyl)-3-((3S,4R)-4-hydroxytetrahydrofuran-3-yl)-8-(pyridin-3-yl)pyrido[3,4-d]pyrimidin-4(3H)-one